4-[3-(3-methyl-1H-pyrazol-5-yl)-5-[(3R)-3-methylmorpholin-4-yl]-[1,2]thiazolo[4,5-b]pyridin-7-yl]oxane-4-carboxylic acid CC1=NNC(=C1)C1=NSC=2C1=NC(=CC2C2(CCOCC2)C(=O)O)N2[C@@H](COCC2)C